[N+](=O)([O-])[O-].[Co+3].C(CCCCC)=N.[N+](=O)([O-])[O-].[N+](=O)([O-])[O-] hexaanimin cobalt (III) nitrate